1,4-Dibromobenzol BrC1=CC=C(C=C1)Br